C(C)(=O)C1=NN(C2=CC=C(C=C12)C=1C=NC(=NC1)C)CC(=O)N1[C@@H](C[C@H](C1)F)C(=O)NC1CN(C(C1)=O)CCN(C)CCOC (2S,4R)-1-(2-(3-acetyl-5-(2-methylpyrimidin-5-yl)-1H-indazol-1-yl)acetyl)-4-fluoro-N-(1-(2-((2-methoxyethyl)(meth-yl)amino)ethyl)-5-oxopyrrolidine-3-yl)pyrrolidine-2-carboxamide